NCC1=CC=C(C(=O)N(CCN(C(CCCC[C@H]2SC[C@H]3NC(N[C@H]32)=O)=O)C)C)C=C1 4-(aminomethyl)-N-methyl-N-(2-(N-methyl-5-((3aR,4R,6aS)-2-oxohexahydro-1H-thieno[3,4-d]imidazol-4-yl)pentanamido)ethyl)benzamide